NC=1N=C(C2=C(N1)N(C(=C2)C(=O)N(C)C)C2CCCC2)OC 2-amino-7-cyclopentyl-4-methoxy-N,N-dimethyl-7H-pyrrolo[2,3-d]pyrimidine-6-carboxamide